2-Ethynylglycerol phosphate P(=O)(O)(O)OCC(OC#C)CO